FC(C1=CC=C(OC2=CC=C3CCN(CC3=C2)C(\C=C\C)=O)C=C1)(F)F (E)-1-(7-(4-(trifluoromethyl)phenoxy)-3,4-dihydroisoquinolin-2(1H)-yl)but-2-en-1-one